C1(=CC=CC=C1)C=1N=C(NC1)C1N(CCCC1)C(=O)C1CSC1 (2-(4-phenyl-1H-imidazol-2-yl)piperidin-1-yl)(thietane-3-yl)methanone